N[C@H]1CN(CC[C@@H]1F)C(=O)OCC1=CC=CC=C1 (3S,4S)-benzyl 3-amino-4-fluoropiperidine-1-carboxylate